N[C@@H]1C=2C(=NC=CC2)CC12CCN(CC2)C=2N=C(C(=NC2CO)SC2=C(C(=NC=C2)N2CC(C2)C(C)(C)O)Cl)C (S)-2-(1-(4-(5-(5-amino-5,7-dihydrospiro[cyclopenta[b]pyridine-6,4'-piperidine]-1'-yl)-6-(hydroxymethyl)-3-methylpyrazin-2-ylsulfanyl)-3-chloropyridin-2-yl)azetidin-3-yl)propan-2-ol